CC1=C(C(=O)N2CCCCC2)C=CC=C1C 1-(2,3-dimethylbenzoyl)piperidin